N-methyl-3-(5,6,7,8-tetrahydroimidazo[1,5-a]pyridin-1-yl)-4-[4-(trifluoromethyl)phenoxy]benzene-1-sulfonamide Ethyl-4-oxocyclohexaneacetate C(C)OC(CC1CCC(CC1)=O)=O.CNS(=O)(=O)C1=CC(=C(C=C1)OC1=CC=C(C=C1)C(F)(F)F)C=1N=CN2C1CCCC2